FC(C(=O)O)(F)F.FC(C(=O)O)(F)F.OC1CC(NC1)C(=O)N[C@@H](C)C1=CC=C(C=C1)C1=C(N=CS1)C 4-hydroxy-N-[(1S)-1-[4-(4-methylthiazol-5-yl)phenyl]ethyl]pyrrolidine-2-carboxamide bistrifluoroacetate